ClC1=CC=C(C=C1)C1=C(CCC(C1)(C)C)CN1CCN(CC1)C1=CC=C(C=C1)S(=O)(=O)NC(=O)C1=NC(=C(C=C1)F)C=1C=NNC1 N-[4-[4-[[2-(4-Chlorophenyl)-4,4-dimethylcyclohexen-1-yl]methyl]piperazin-1-yl]phenyl]sulfonyl-5-fluoro-6-(1H-pyrazol-4-yl)pyridine-2-carboxamide